FC(CN)(C1=CC=CC=C1)F 2,2-difluoro-2-phenylethan-1-amine